2-chloro-7-(4-fluorophenyl)-5-methylpyrazolo[1,5-a]Pyrimidine-3-carboxylic acid ethyl ester C(C)OC(=O)C=1C(=NN2C1N=C(C=C2C2=CC=C(C=C2)F)C)Cl